2-chloro-6,7-dihydro-5H-pyrrolo[3,4-b]pyridine ClC1=CC=C2C(=N1)CNC2